tert-Butyl ((1s,4s)-4-((2-chloro-5-(1-(2,2-difluoroethyl)-1H-pyrazol-3-yl)pyridin-4-yl)amino)cyclohexyl)carbamate ClC1=NC=C(C(=C1)NC1CCC(CC1)NC(OC(C)(C)C)=O)C1=NN(C=C1)CC(F)F